BrC1=C(C=NC2=CC=C(C=C12)Cl)N1CCC2(OCCO2)CC1 8-(4-bromo-6-chloro-3-quinolyl)-1,4-dioxa-8-azaspiro[4.5]decane